tert-butyl 4-[7-([2,8-dimethylimidazo[1,2-b]pyridazin-6-yl]carbamoyl)-2-methyl-1-benzofuran-4-yl]piperazine-1-carboxylate CC=1N=C2N(N=C(C=C2C)NC(=O)C2=CC=C(C=3C=C(OC32)C)N3CCN(CC3)C(=O)OC(C)(C)C)C1